Rac-(4-aminoimidazo[1,5-a]quinoxalin-8-yl)((4aS,9bS)-8-fluoro-7-(trifluoromethoxy)-3,4,4a,9b-tetrahydrobenzofuro[3,2-b]pyridin-1(2H)-yl)methanone NC=1C=2N(C3=CC(=CC=C3N1)C(=O)N1[C@@H]3[C@H](CCC1)OC1=C3C=C(C(=C1)OC(F)(F)F)F)C=NC2 |r|